(S)-7-(1-acryloylpiperidin-4-yl)-2-(4-phenoxyphenyl)-4,5,6,7-tetrahydro[2-14C]Pyrazolo[1,5-a]Pyrimidine-3-carboxamide C(C=C)(=O)N1CCC(CC1)[C@@H]1CCNC=2N1N=[14C](C2C(=O)N)C2=CC=C(C=C2)OC2=CC=CC=C2